3-(2,6-dioxo-3-piperidyl)-7-fluorosulfonyloxy-6-(4-piperidyl)-1,2-benzoxazole O=C1NC(CCC1C1=NOC2=C1C=CC(=C2OS(=O)(=O)F)C2CCNCC2)=O